CC1=C(C=CC=C1C1=NC2=C(N1)C=CC(=C2)CN[C@H]([C@H](O)C)C(=O)O)C2=CC=CC=C2 ((2-(2-methyl-[1,1'-biphenyl]-3-yl)-1H-benzo[D]imidazol-5-yl)methyl)-D-allothreonine